COC=1C=CC(=C(C1)C(CC#N)=O)COC 3-(5-methoxy-2-(methoxymethyl)phenyl)-3-oxopropanenitrile